tert-butyl (1R,2R)-1-(2-bromo-5-fluoropyridin-4-yl)-2-(4-fluorophenyl)-2-hydroxyethylcarbamate BrC1=NC=C(C(=C1)[C@H]([C@H](O)C1=CC=C(C=C1)F)NC(OC(C)(C)C)=O)F